C(C=C)(=O)OS=P([O-])([O-])[O-] acryloyloxythiophosphate